NC1=NN2C(N=C(C=C2)C=2C=C3CN(C(C3=C(C2)S(=O)(=O)C2CCCCC2)=O)[C@@H](C)C2CC2)=C1C(=O)NC1CC1 2-amino-5-[7-(cyclohexanesulfonyl)-2-[(1S)-1-cyclopropylethyl]-1-oxo-2,3-dihydro-1H-isoindol-5-yl]-N-cyclopropylpyrazolo[1,5-a]pyrimidine-3-carboxamide